1-(1-Isopropyl-1H-pyrazol-5-yl)-N-(4-methoxybenzyl)methanamine Titanium isopropoxide CC([O-])C.[Ti+4].C(C)(C)N1N=CC=C1CNCC1=CC=C(C=C1)OC.CC([O-])C.CC([O-])C.CC([O-])C